1-{1-sec-butyl-7-[((R)-cyclopropyl-quinolin-3-yl-methyl)-amino]-1H-pyrazolo[4,3-d]pyrimidin-5-yl}-1H-[1,2,3]triazole-4-carboxylic acid amide C(C)(CC)N1N=CC=2N=C(N=C(C21)N[C@@H](C=2C=NC1=CC=CC=C1C2)C2CC2)N2N=NC(=C2)C(=O)N